O-((S)-2-hydroxypropyl)-N-methyl-L-serine O[C@H](COC[C@H](NC)C(=O)O)C